C(OCC1=CC=C(C=C1)N(C)C(=O)OC(C)C=1N=NC(=NN1)C1=CC=C(C=C1)CNC(=O)OC(C)(C)C)(ON1C(CCC1=O)=O)=O (4-{[(1-{6-[4-({[(Tert-butoxy)carbonyl]amino}methyl)phenyl]-1,2,4,5-tetrazin-3-yl}ethoxy)carbonyl](methyl)amino}phenyl)methyl 2,5-dioxopyrrolidin-1-yl carbonate